4'-({1-[(4-cyclopropyl-3-fluorophenyl)carbamoyl]-D-prolyl}amino)[1,1'-biphenyl]-4-carboxylic acid C1(CC1)C1=C(C=C(C=C1)NC(=O)N1[C@H](CCC1)C(=O)NC1=CC=C(C=C1)C1=CC=C(C=C1)C(=O)O)F